C1(=CC=CC=2C3=CC=CC=C3CC12)COC(=O)N1[C@@H](COCC1)C(=O)Cl (S)-4-(9H-fluorenylmethoxycarbonyl)morpholine-3-carbonyl chloride